FC1=CC(=CC2=CN(N=C12)C)N1CC2=C(C1=O)C=C(S2)C2CCN(CC2)C(=O)OC(C)(C)C tert-butyl 4-[5-(7-fluoro-2-methylindazol-5-yl)-4-oxo-6H-thieno[2,3-c]pyrrol-2-yl]piperidine-1-carboxylate